tert-Butyl (1-[5-bromo-1H-imidazo[4,5-b]pyrazin-2-yl]-4-methylpiperidin-4-yl)carbamate BrC=1N=C2C(=NC1)NC(=N2)N2CCC(CC2)(C)NC(OC(C)(C)C)=O